N[C@@](C(=O)O)(CCCCB(O)O)C1CC(C1)N1CC2=CC=CC=C2C1 (S)-2-amino-6-borono-2-((1S,3R)-3-(isoindolin-2-yl)cyclobutyl)hexanoic acid